(5S,3S)-5-((S)-1-(tert-butoxycarbonyl)amino-2-(1-(tert-butoxycarbonyl)-(indol-3-yl))-ethyl)-4-(tert-butoxycarbonyl)methyl-3-(4-(tert-butoxycarbonyl)amino-butyl)-2-oxopiperazine C(C)(C)(C)OC(=O)N[C@@H](CC1=CN(C2=CC=CC=C12)C(=O)OC(C)(C)C)[C@H]1N([C@H](C(NC1)=O)CCCCNC(=O)OC(C)(C)C)CC(=O)OC(C)(C)C